(6S)-6-[2-Chloro-3-(3,5-dimethoxyanilino)phenyl]-2-imino-6-methyl-3-(tetrahydro-pyran-4-yl)hexahydropyrimidin-4-one ClC1=C(C=CC=C1NC1=CC(=CC(=C1)OC)OC)[C@@]1(CC(N(C(N1)=N)C1CCOCC1)=O)C